ClC(CO)COC1=NN(C(=C1[N+](=O)[O-])C)C1CCOCC1 2-chloro-3-((5-methyl-4-nitro-1-(tetrahydro-2H-pyran-4-yl)-1H-pyrazol-3-yl)oxy)propan-1-ol